BrC=1N(C(=C(N1)C1=CC=C(C=C1)Cl)C1=CC=NC=C1)CC(=O)N1CCC2(CN(C2)C)CC1 2-[2-bromo-4-(4-chlorophenyl)-5-(pyridin-4-yl)-1H-imidazol-1-yl]-1-{2-methyl-2,7-diazaspiro[3.5]nonan-7-yl}ethan-1-one